S(C)(=O)(=O)O.C(C)(C)(C)OC(=O)N1C[C@@H]2[C@H](C1)CC(C2)NC (3aR,5S,6aS)-5-(methylamino)hexahydrocyclopenta[c]pyrrole-2(1H)-formic acid tert-butyl ester mesylate